FC(CN(C(C1=C(C=CC(=C1)F)C=1C=C2C=NN(C2=CC1[C@H]1CNCC1)C)=O)C(C)C)F N-(2,2-difluoroethyl)-5-fluoro-2-{1-methyl-6-[(3S)-pyrrolidin-3-yl]-1H-indazol-5-yl}-N-(isopropyl)benzamide